NC1=NC=CC=2N1C(=NC2C2CN(CC2)C(C=C)=O)C2=CC=C(C=C2)OC2=NC=CC=C2F 1-(3-(5-Amino-3-(4-((3-fluoropyridin-2-yl)oxy)phenyl)imidazo[1,5-c]pyrimidin-1-yl)pyrrolidin-1-yl)prop-2-en-1-one